COC=1C=C(C=C(C1)OC)N[C@H]1CN(CC1)C(C(F)(F)F)C (3R)-N-(3,5-Dimethoxyphenyl)-1-(1,1,1-trifluoropropan-2-yl)pyrrolidin-3-amine